C(C)(C)(C)OC(NCCC1=CC=C(C=C1)N1C(OC=2C(C1=S)C(C(=C(C2)O)C(C)C)=S)=O)=O 4-(7-hydroxy-6-isopropyl-2-oxo-4-thioxo(thioxo)-2H-benzo[e][1,3]oxazin-3(4H)-yl)phenethylcarbamic acid tert-butyl ester